BrC=1C=C(\C=N/C(C(CO)=O)CC2=CC=C(C=C2)O)C=CC1 (Z)-3-(3-bromobenzylideneamino)-1-hydroxy-4-(4-hydroxyphenyl)-butan-2-one